tert-butyl 6-((7-chloro-2,6-naphthyridin-1-yl)ethynyl)-3-ethyl-3-methyl-2-oxoindoline-1-carboxylate ClC1=NC=C2C=CN=C(C2=C1)C#CC1=CC=C2C(C(N(C2=C1)C(=O)OC(C)(C)C)=O)(C)CC